ClC=1C=C(C=CC1Cl)/C=C/C(=O)C1=CC=C(C=C1)S(=O)(=O)NCCC(=O)O 3-[[4-[(E)-3-(3,4-Dichlorophenyl)prop-2-enoyl]phenyl]sulfonylamino]propanoic acid